methyl 4-(3-chloropropyl)thiane-4-carboxylate ClCCCC1(CCSCC1)C(=O)OC